5-methyl-2-methylbenzimidazole CC1=CC2=C(N=C(N2)C)C=C1